tert-Butyl 1-(6-chloro-5-methyl-pyridazin-3-yl)-3,3a,4,5,7,7a-hexahydro-2H-pyrrolo[2,3-c]pyridine-6-carboxylate ClC1=C(C=C(N=N1)N1CCC2C1CN(CC2)C(=O)OC(C)(C)C)C